1-(2-(2-aminoethoxy)-2-methylpropyl)-2-(ethoxymethyl)-1H-imidazo[4,5-c]quinolin-4-amine NCCOC(CN1C(=NC=2C(=NC=3C=CC=CC3C21)N)COCC)(C)C